BrC1C2CC3C(C(OC13)=O)C2C(=O)[O-].[Zr+4].BrC2C1CC3C(C(OC23)=O)C1C(=O)[O-].BrC1C2CC3C(C(OC13)=O)C2C(=O)[O-].BrC2C1CC3C(C(OC23)=O)C1C(=O)[O-] zirconium 2-bromo-5-oxo-4-oxatricyclo[4.2.1.03,7]nonane-9-carboxylate